4-chlorobenzyl (4-(1-(6-ethylnicotinamido)ethyl)phenyl)carbamate C(C)C1=NC=C(C(=O)NC(C)C2=CC=C(C=C2)NC(OCC2=CC=C(C=C2)Cl)=O)C=C1